COC(=O)[C@H]1N(CC(C1)=O)C(=O)OC(C)(C)C (S)-4-oxopyrrolidine-1,2-dicarboxylic acid 1-(tert-butyl) ester 2-methyl ester